O(C1=CC=CC=C1)CCN 2-phenoxy-ethanamine